C(C)(C)(C)OC(=O)NC(CC(=O)O)C1=C(C=CC=C1)C1=CSC(=C1)C(C)NC1=NC(=NC2=CC(=C(C=C12)OC)OC)C 3-[(tert-butoxycarbonyl)amino]-3-[2-(5-{1-[(6,7-dimethoxy-2-methylquinazolin-4-yl)amino]ethyl}thiophen-3-yl)phenyl]propanoic Acid